BrC1=NC=CC(=C1)C1=NNC(=C1)C1=CC=C(N(C)C)C=C1 4-(3-(2-bromopyridin-4-yl)-1H-pyrazol-5-yl)-N,N-dimethylaniline